COC1=CC=C(C=C1)CC(=O)NC1=CC(=C(C=C1)N1N=NC(=C1)C(F)(F)F)S(N)(=O)=O 2-(4-methoxyphenyl)-N-{3-sulfamoyl-4-[4-(trifluoromethyl)-1H-1,2,3-triazol-1-yl]phenyl}acetamide